Cl.COC=1C=C(C=CC1OC)C=1NC2=CC=C(C=C2C1C(C)C)C1CCNCC1 2-(3,4-dimethoxyphenyl)-3-isopropyl-5-(piperidin-4-yl)-1H-indole hydrochloride